C1(CCC1)=C1C[C@@H]2C[C@H](CN2C1)F (6r,7ar)-2-cyclobutylidene-6-fluorotetrahydro-1H-pyrrolizine